tert-butyl 2-methyl-4-(6-(9-methyl-6-morpholino-8-(pyridin-4-yl)-9H-purin-2-yl)pyridin-2-yl)piperidine-1-carboxylate CC1N(CCC(C1)C1=NC(=CC=C1)C1=NC(=C2N=C(N(C2=N1)C)C1=CC=NC=C1)N1CCOCC1)C(=O)OC(C)(C)C